(S)-2-amino-N-(2-(4-amino-2-butyl-1H-imidazo[4,5-c]quinolin-1-yl)ethyl)-5-guanidino-pentanamide N[C@H](C(=O)NCCN1C(=NC=2C(=NC=3C=CC=CC3C21)N)CCCC)CCCNC(=N)N